DiSecbutylmagnesium C(C)(CC)[Mg]C(C)CC